methyl 6-(dibenzylamino)-4,4-dimethyl-hexanoate C(C1=CC=CC=C1)N(CCC(CCC(=O)OC)(C)C)CC1=CC=CC=C1